N-(4-(2-methoxyethoxy)phenyl)acetamide COCCOC1=CC=C(C=C1)NC(C)=O